tert-butyl 6-(4-amino-3-(4-phenoxyphenyl)-1H-pyrazolo[3,4-d]pyrimidin-1-yl)-2-azaspiro[3.3]heptane-2-carboxylate NC1=C2C(=NC=N1)N(N=C2C2=CC=C(C=C2)OC2=CC=CC=C2)C2CC1(CN(C1)C(=O)OC(C)(C)C)C2